methyl 2-(3-bromo-2-methyl-phenyl)-2-oxo-acetate BrC=1C(=C(C=CC1)C(C(=O)OC)=O)C